[Si](C)(C)(C(C)(C)C)OC[C@@H]1[C@H]([C@H](C(O1)O[Si](C)(C)C(C)(C)C)O[Si](C)(C)C(C)(C)C)O[Si](C)(C)C(C)(C)C (((3R,4R,5R)-5-(((tert-butyldimethylsilyl)oxy)methyl)tetrahydrofuran-2,3,4-triyl)tris(oxy))tris(tert-butyldimethylsilane)